chloro-1-(1-(tetrahydro-2H-pyran-4-yl)piperidin-4-yl)-1H-pyrazol-4-amine ClC1=NN(C=C1N)C1CCN(CC1)C1CCOCC1